N1C(=NC2=C1C(=CC=C2)N)N 1H-benzo[D]imidazole-2,7-diamine